N,N'-Dicyclohexyl-1,6-hexandiamin C1(CCCCC1)NCCCCCCNC1CCCCC1